CN1N=NC2=C1C=CC(=C2)CNC(=O)C2N(CC(C2)CC2=CC=C(C=C2)OC(F)(F)F)C([C@@H](CCC(N2CCCC2)=O)N)=O 1-((R)-2-Amino-5-oxo-5-pyrrolidin-1-yl-pentanoyl)-4-(4-trifluoromethoxy-benzyl)-pyrrolidine-2-carboxylic acid (1-methyl-1H-benzotriazol-5-ylmethyl)-amide